BrC=1C=C2C(NC(=NC2=CC1)C1CCN(CC1)C)=O 6-bromo-2-(1-methylpiperidin-4-yl)quinazoline-4(3H)-one